NC1=NC=CC=C1C1=NC=2C(=NC(=CC2)C2=CC=CC=C2)N1C1=CC=C(CNC2CCC(CC2)C(=O)O)C=C1 4-((4-(2-(2-aminopyridin-3-yl)-5-phenyl-3H-imidazo[4,5-b]pyridin-3-yl)benzyl)amino)cyclohexane-1-carboxylic acid